ClCC(=O)N(C1CCNCC1)C1CC1 2-chloro-N-cyclopropyl-N-(4-piperidyl)acetamide